1,4-dibenzyl-3,4-dihydroquinolin-2(1H)-one C(C1=CC=CC=C1)N1C(CC(C2=CC=CC=C12)CC1=CC=CC=C1)=O